(R)-6-(6-(difluoromethyl)imidazo[1,2-a]pyridin-3-yl)-N-(3,3-difluoropiperidin-4-yl)pyridin-2-amine FC(C=1C=CC=2N(C1)C(=CN2)C2=CC=CC(=N2)N[C@H]2C(CNCC2)(F)F)F